N1=C(C=NC=C1)NC(=O)[C@@H]1CC12CCN(CC2)C(=O)OC(C(F)(F)F)C(F)(F)F |o1:9| 1,1,1,3,3,3-hexafluoro-propan-2-yl (R or S)-1-(pyrazin-2-yl-carbamoyl)-6-azaspiro[2.5]-octane-6-carboxylate